1,2-dimyristoyl-rac-glycero-3-phosphocholine C(CCCCCCCCCCCCC)(=O)OC[C@@H](OC(CCCCCCCCCCCCC)=O)COP(=O)([O-])OCC[N+](C)(C)C |r|